HEMIMELLITIC ACID C(C1=C(C(=O)O)C(C(=O)O)=CC=C1)(=O)O